9H-pyrimido[4,5-b]indole N1=CN=CC2=C1NC1=CC=CC=C21